The molecule is a 2-acyl-sn-glycero-3-phosphoethanolamine zwitterion obtained by transfer of a proton from the phosphate to the amino group of 2-hexadecanoyl-sn-glycero-3-phosphoethanolamine; major species at pH 7.3. It is a 2-acyl-sn-glycero-3-phosphoethanolamine zwitterion and a lysophosphatidylethanolamine zwitterion 16:0. It is a tautomer of a 2-hexadecanoyl-sn-glycero-3-phosphoethanolamine. CCCCCCCCCCCCCCCC(=O)O[C@H](CO)COP(=O)([O-])OCC[NH3+]